FC=1C=C(C=NC1)C1=CC(=NC(=C1OCCOC)C)C#N 5-Fluoro-5'-(2-methoxyethoxy)-6'-methyl-[3,4'-bipyridine]-2'-carbonitrile